2-(4-(trifluoromethyl)phenyl)-6-methyl-[1,3,6,2]dioxazaborocane FC(C1=CC=C(C=C1)B1OCCN(CCO1)C)(F)F